4-((1-(4-aminothieno[3,2-d]pyrimidin-7-yl)-3-phenyl-1H-pyrazol-4-yl)methyl)benzenesulfonamide NC=1C2=C(N=CN1)C(=CS2)N2N=C(C(=C2)CC2=CC=C(C=C2)S(=O)(=O)N)C2=CC=CC=C2